(R)-1-(7-(8-ethyl-7-fluoro-3-(methoxymethoxy)naphthalen-1-yl)-2,8-difluoropyrido[4,3-d]pyrimidin-4-yl)-3-methylpiperidin-3-ol C(C)C=1C(=CC=C2C=C(C=C(C12)C1=C(C=2N=C(N=C(C2C=N1)N1C[C@@](CCC1)(O)C)F)F)OCOC)F